C(=O)([O-])C=1C=[NH+]C=CC1 3-carboxylatopyridinium